CC=1C(=NC=C(C1)NC(C(=O)N1[C@H](CC[C@@H](C1)C)C1=CC(=CC=C1)C(F)(F)F)=O)NC(OC(C)(C)C)=O tert-butyl N-[3-methyl-5-[[2-[(2R,5S)-5-methyl-2-[3-(trifluoromethyl)phenyl]-1-piperidyl]-2-oxo-acetyl]amino]-2-pyridyl]carbamate